C(CC)(=O)OCC(CCCC(C)C)OC1=CC(=C(C=C1)C1=NC(=NC(=N1)C1=CC=C(C=C1)C1=CC=CC=C1)C1=CC=C(C=C1)C1=CC=CC=C1)O propanoic acid, 2-[4-[4,6-bis([1,1'-biphenyl]-4-yl)-1,3,5-triazin-2-yl]-3-hydroxyphenoxyl]-isooctyl ester